FC=1C=C(CC=2C=NN(C2)C(=O)N[C@@H]2C(N(C3=C(OC2)C=CC(=C3)OCC3CCNCC3)C)=O)C=CC1 (S)-4-(3-fluorobenzyl)-N-(5-methyl-4-oxo-7-(piperidin-4-ylmethoxy)-2,3,4,5-tetrahydrobenzo[b][1,4]oxazepin-3-yl)-1H-pyrazole-1-carboxamide